C(=O)(O)CC1=CC(=C(C=C1O)CC(=O)[O-])O.[Na+] sodium 2-(4-(carboxymethyl)-2,5-dihydroxyphenyl)acetate